C(C(C)C)C=1SC(=C(N1)C1=CC=C(C=C1)CN1C(=NC=C1)C(C)C)S(=O)(=O)NC(OC)=O Methyl ((2-isobutyl-4-(4-((2-isopropyl-1H-imidazol-1-yl)methyl)phenyl)thiazol-5-yl) sulfonyl)carbamate